2-(6-(cyclopropanesulfonylamino)pyridin-2-yl)-N-(4-(5-ethoxypyridin-3-yl)phenyl)-2-methylpropanamide C1(CC1)S(=O)(=O)NC1=CC=CC(=N1)C(C(=O)NC1=CC=C(C=C1)C=1C=NC=C(C1)OCC)(C)C